C(C=C)N1S(N(CC=2C=C(C=3C=CNC3C21)Cl)CC2COC2)(=O)=O 1-allyl-6-chloro-3-(oxetan-3-ylmethyl)-1,3,4,9-tetrahydro-[1,2,6]thiadiazino[4,3-g]indole 2,2-dioxide